8-[1-Oxo-1-[(4S)-2-oxo-4-propan-2-yl-1,3-oxazolidin-3-yl]pentan-3-yl]-1,4-dihydro-2,3-benzoxazine-3-carboxylic acid tert-butyl ester C(C)(C)(C)OC(=O)N1OCC2=C(C1)C=CC=C2C(CC(N2C(OC[C@@H]2C(C)C)=O)=O)CC